C(OCCCCCCCCCCCCC)(OC)=O Tridecyl methyl carbonate